FC1=C(CC2(CCC2)CNC(=O)C2=NN(C(N2)=O)C)C=C(C=C1)C N-((1-(2-fluoro-5-methylbenzyl)cyclobutyl)methyl)-1-methyl-5-oxo-4,5-dihydro-1H-1,2,4-triazole-3-carboxamide